C1(=CC=CC=C1)CCC(C(=O)O)C.C(CC)(=O)OCCC1=CC=CC=C1 2-phenylethyl propionate (2-phenylethyl propionate)